N1CC2(C=3C1=NC=C(C3)C3=NC(=CC(=C3)N)C3=NC=CC=N3)CC2 2-(1',2'-dihydrospiro[cyclopropane-1,3'-pyrrolo[2,3-b]pyridin]-5'-yl)-6-(pyrimidin-2-yl)pyridin-4-amine